(R)-8-(3-(benzylideneamino)piperidin-1-yl)-7-(but-2-yn-1-yl)-3-methyl-1-((4-methylquinazolin-2-yl)methyl)-3,7-dihydro-1H-purine-2,6-dione C(C1=CC=CC=C1)=N[C@H]1CN(CCC1)C1=NC=2N(C(N(C(C2N1CC#CC)=O)CC1=NC2=CC=CC=C2C(=N1)C)=O)C